7-(3-(2-(2-hydroxypropan-2-yl)pyridin-3-yl)-7,8-dihydro-1,6-naphthyridin-6(5H)-yl)-8-methyl-4H-pyrimido[1,2-b]pyridazin-4-one OC(C)(C)C1=NC=CC=C1C=1C=NC=2CCN(CC2C1)C=1C(=CC=2N(N1)C(C=CN2)=O)C